2,5-dimethyl-1-benzyl-pyrrole CC=1N(C(=CC1)C)CC1=CC=CC=C1